2-Chloro-5-{[(2,2-dimethylpropanoyl)amino]methyl}-N-{1-[2-(morpholin-4-yl)ethyl]-1H-indazol-4-yl}benzamide ClC1=C(C(=O)NC2=C3C=NN(C3=CC=C2)CCN2CCOCC2)C=C(C=C1)CNC(C(C)(C)C)=O